O.ClC=1C=C(C=CC1Cl)C=1C(=NC=C(C(=O)N[C@H]2[C@@H](CCCC2)O)C1)OCC(F)(F)F 5-(3,4-dichlorophenyl)-N-((1R,2R)-2-hydroxycyclohexyl)-6-(2,2,2-trifluoroethoxy)nicotinamide, monohydrate